propyl-3-methylimidazole bistrifluoromethanesulfonimide [N-](S(=O)(=O)C(F)(F)F)S(=O)(=O)C(F)(F)F.C(CC)C1=NC=CN1C